4-(2-chloro-6-fluorobenzyl)-2-(4-((2-(3-ethoxy-3-methylazetidin-1-yl)-3-fluoropyridin-4-yl)oxy)phenyl)-2,4-dihydro-3H-1,2,4-triazol-3-one ClC1=C(CN2C(N(N=C2)C2=CC=C(C=C2)OC2=C(C(=NC=C2)N2CC(C2)(C)OCC)F)=O)C(=CC=C1)F